6-(1-(4-amino-3-methyl-1H-pyrazolo[3,4-d]pyrimidin-1-yl)ethyl)-4-chloro-2-oxo-1-phenyl-1,2-dihydropyridine-3-carbonitrile NC1=C2C(=NC=N1)N(N=C2C)C(C)C2=CC(=C(C(N2C2=CC=CC=C2)=O)C#N)Cl